5-(quinoxalin-6-yl)-N-(1,4-dioxaspiro[4.5]decan-8-yl)-7H-pyrrolo[2,3-d]pyrimidin-2-amine N1=CC=NC2=CC(=CC=C12)C1=CNC=2N=C(N=CC21)NC2CCC1(OCCO1)CC2